C(C)(C)(C)C=1C=C(C=C(C1O)C(C)(C)C)CCC(=O)O.C(C)(C)(C)C=1C=C(C=C(C1O)C(C)(C)C)CCC(=O)O.S(C=C)C=C 2,2'-thiodiethylene bis[3-(3,5-di-tert-butyl-4-hydroxy-phenyl)propionate]